COC1=CC=C(C=C1)CCCC(=O)NC1=CC=CC=C1 4-(4-Methoxyphenyl)-N-phenylbutanamide